CN(C1=C(C=C(C=C1)S(=O)(=O)NC(C1=CC=CC=C1)=O)[N+](=O)[O-])C N-((4-(dimethylamino)-3-nitrophenyl)sulfonyl)benzamide